O=C1OC=CC=C1C(=O)OC methyl 2-oxo-2H-pyran-3-carboxylate